NOCC#CC1=CC=C(S1)C#CCN 3-(5-(3-(aminooxy)prop-1-yn-1-yl)thiophen-2-yl)prop-2-yn-1-amine